(2Z)-6-[(2-chloro-6-fluorobenzyl)oxy]-2-[(5-methoxy-1-methyl-1H-indol-3-yl)methylene]-1-benzofuran-3(2H)-one ClC1=C(COC2=CC3=C(C(/C(/O3)=C/C3=CN(C4=CC=C(C=C34)OC)C)=O)C=C2)C(=CC=C1)F